NC=1C=C(C=CC1)CCCCCCC(=O)N[C@@H](CC(=O)OC(C)(C)C)C(OC)OC tert-butyl (S)-3-(7-(3-aminophenyl) heptanamido)-4,4-dimethoxybutanoate